FC(C=1C=NC(=NC1)N1CCN(CC1)C(=O)C12CC(C1)(C2)NC(OC(C)(C)C)=O)(F)F tert-butyl (3-(4-(5-(trifluoromethyl)pyrimidin-2-yl)piperazine-1-carbonyl)bicyclo[1.1.1]pentan-1-yl)carbamate